7-cyano-3-(2-{[(1S,3S)-3-[(2,2-dimethyl-4-oxo-5-aza-3-oxanon-9-yl)amino]cyclopentyl]amino}-5-(trifluoromethyl)pyrimidin-4-yl)-1H-indole-6-carboxylic acid C(#N)C=1C(=CC=C2C(=CNC12)C1=NC(=NC=C1C(F)(F)F)N[C@@H]1C[C@H](CC1)NCCCCNC(OC(C)(C)C)=O)C(=O)O